6-methyl-2-(4-((4-(methylsulfonyl)piperidin-1-yl)methyl)phenyl)-1-phenyl-1'-(pyrimidin-4-yl)-3,6-dihydro-7H-spiro[dipyrrolo[2,3-b:3',2'-d]pyridine-8,4'-piperidin]-7-one CN1C(C2(CCN(CC2)C2=NC=NC=C2)C2=C3C(=NC=C21)NC(=C3C3=CC=CC=C3)C3=CC=C(C=C3)CN3CCC(CC3)S(=O)(=O)C)=O